FC=1C=C(C=CC1C(F)(F)F)C1=NN(C(=N1)C1C[C@H](CC1)N1CCOCC1)C(C)C ((S)-3-(3-(3-fluoro-4-(trifluoromethyl)phenyl)-1-isopropyl-1H-1,2,4-triazol-5-yl)cyclopentyl)morpholine